C(=CC)N N-propenyl-amine